N-[(2-Amino-3-pyridyl)sulfonyl]-6-(4-methoxy-3-methylphenyl)-2-[(4S)-2,2,4-trimethylpyrrolidin-1-yl]pyridin-3-carboxamid NC1=NC=CC=C1S(=O)(=O)NC(=O)C=1C(=NC(=CC1)C1=CC(=C(C=C1)OC)C)N1C(C[C@@H](C1)C)(C)C